OC1CC(N(C1)C([C@H](C(C)C)C1=CC(=NO1)C)=O)C(=O)N 4-hydroxy-1-[(2R)-3-methyl-2-(3-methyl-1,2-oxazol-5-yl)butanoyl]pyrrolidine-2-carboxamide